C(C)OC(CC(=O)OC(C)C1CC(CCC1)(C)C)=O propanedioic acid 1-(1-(3,3-dimethylcyclohexyl)ethyl) 3-ethyl ester